FC1=C(C(=CC=C1)F)C1CC(C2=CC=C(C=C12)COC1=CC2=C(C=N1)[C@H]1[C@@H](C2)[C@@H]1C(=O)O)(C)C (5aR,6S,6aS)-3-((3-(2,6-difluorophenyl)-1,1-dimethyl-2,3-dihydro-1H-inden-5-yl)methoxy)-5,5a,6,6a-tetrahydrocyclopropa[4,5]cyclopenta[1,2-c]pyridine-6-carboxylic acid